2-{3-[(4-methanesulfonyl-2-methoxyphenyl)amino]prop-1-yn-1-yl}-N-[(1s,4s)-4-(morpholin-4-yl)cyclohexyl]-1-(2,2,2-trifluoroethyl)-1H-indol-4-amine CS(=O)(=O)C1=CC(=C(C=C1)NCC#CC=1N(C=2C=CC=C(C2C1)NC1CCC(CC1)N1CCOCC1)CC(F)(F)F)OC